(R)-1-Isopropyl-6-methyl-3,4-diphenyl-5,6-dihydropyridin-2(1H)-one C(C)(C)N1C(C(=C(C[C@H]1C)C1=CC=CC=C1)C1=CC=CC=C1)=O